N-((4-(4-Amino-6-ethynyl-5-(quinolin-3-yl)-7H-pyrrolo[2,3-d]pyrimidin-7-yl)bicyclo-[2.2.1]heptan-1-yl)methyl)-5-methylpyrazine-2-carboxamide NC=1C2=C(N=CN1)N(C(=C2C=2C=NC1=CC=CC=C1C2)C#C)C21CCC(CC2)(C1)CNC(=O)C1=NC=C(N=C1)C